benzyl 5-hydroxycyclopenta[c]pyrrole-2(1H)-carboxylate OC1=CC=2C(CN(C2)C(=O)OCC2=CC=CC=C2)=C1